O=S1(C(=NC2=C1C=CC=C2)C2=CC=C(C=C2)C2=CC(=CC=C2)B(O)O)=O (4'-(1,1-dioxobenzothiazol-2-yl)-[1,1'-biphenyl]-3-yl)boronic acid